(S)-3-((tert-Butoxycarbonyl)amino)butanoic acid C(C)(C)(C)OC(=O)N[C@H](CC(=O)O)C